(R)-1'-(2-(5-Amino-4-chloro-3-(2,4-difluorophenyl)-1H-pyrazol-1-yl)acetyl)-6-chloro-5-fluorospiro[benzo[d][1,3]oxazine-4,3'-pyrrolidin]-2(1H)-one 2,2,2-trifluoroacetate FC(C(=O)O)(F)F.NC1=C(C(=NN1CC(=O)N1C[C@@]2(CC1)C1=C(NC(O2)=O)C=CC(=C1F)Cl)C1=C(C=C(C=C1)F)F)Cl